C(C)(C)C1(N(C(=C(N1C)C1=CC=C(C=C1)OC)C1=CC=C(C=C1)OC)C)C1(N(C(=C(N1C)C1=CC=C(C=C1)OC)C1=CC=C(C=C1)OC)C)C(C)C 2,2'-diisopropyl-4,4',5,5'-tetrakis(4-methoxyphenyl)-1,1',3,3'-tetramethyl-2,2',3,3'-tetrahydro-1H,1'H-2,2'-biimidazole